FC1CN(CCC1NCC1=CC=C(C=C1)F)C 3-fluoro-N-[(4-fluorophenyl)methyl]-1-methyl-piperidin-4-amine